(4aR,6aS,6bR,8aS,11R,12S,12aS,12bR,14bS)-8a-formyl-4,4,6a,6b,11,12,14b-heptamethyl-3,13-dioxo-3,4,4a,5,6,6a,6b,7,8,8a,9,10,11,12,12a,12b,13,14b-octadecahydropicene-2-carbonitrile C(=O)[C@]12CC[C@]3([C@@]4(CC[C@H]5C(C(C(=C[C@@]5(C4=CC([C@@H]3[C@@H]2[C@H]([C@@H](CC1)C)C)=O)C)C#N)=O)(C)C)C)C